FC=1C=C(C=CC1F)C=1N=C(NC1C=1C=C2C=NNC2=CC1)C 5-(4-(3,4-Difluorophenyl)-2-methyl-1H-imidazol-5-yl)-1H-indazole